3-((4-(5-chloro-3-methyl-2-(((6S)-6-methylmorpholin-2-yl)methyl)phenyl)pyrrolo[2,1-f][1,2,4]triazin-6-yl)methyl)-6,6-dimethyl-3-azabicyclo[3.1.0]hexane-2,4-dione ClC=1C=C(C(=C(C1)C1=NC=NN2C1=CC(=C2)CN2C(C1C(C1C2=O)(C)C)=O)CC2CNC[C@@H](O2)C)C